1-acetyl-N-hydroxy-6-methylpiperidine-3-carboximidamide C(C)(=O)N1CC(CCC1C)C(NO)=N